2'-(azobis(4,1-phenylene))bis(1H-benzo[f]isoindole-1,3(2H)-dione) N(=NC1=CC=C(C=C1)N1C(C=2C=C3C(=CC2C1=O)C=CC=C3)=O)C3=CC=C(C=C3)N3C(C=1C=C2C(=CC1C3=O)C=CC=C2)=O